C(CC)C1CC(NC(C1)=O)=O 4-propylpiperidine-2,6-dione